C(#N)[C@H]1N(CCC1)C=1C=CC2=C(N(C=N2)C2=CC=C(C(=N2)N2N=C(C=C2C)C#N)C(C)O)C1 1-[6-[6-[(2S)-2-cyano-pyrrolidin-1-yl]benz-imidazol-1-yl]-3-(1-hydroxyethyl)-2-pyridyl]-5-methyl-pyrazole-3-carbonitrile